5,10-diamino-1H-phenanthrene NC1=C2C=3C=CCCC3C(=CC2=CC=C1)N